FC1=CC=C(OC2=C(C=C(C=C2)NC(NC2=CC(=CC=C2)C)=O)CN2C=NC=C2)C=C1 3-[4-(4-Fluorophenoxy)-3-[(1H-imidazol-1-yl)methyl]phenyl]-1-(3-methylphenyl)urea